propyl 4-(3-(4-amino-2-butyl-1-(3-hydroxy-2-(hydroxymethyl)-2-methylpropyl)-1H-imidazo[4,5-c]quinolin-7-yl)propyl)piperazine-1-carboxylate NC1=NC=2C=C(C=CC2C2=C1N=C(N2CC(CO)(C)CO)CCCC)CCCN2CCN(CC2)C(=O)OCCC